N1CC(C1)N1C(N(CC2=C1C=C(N=C2)Cl)C2=C(C=CC=C2C)F)=O 1-(azetidin-3-yl)-7-chloro-3-(2-fluoro-6-methyl-phenyl)-4H-pyrido[4,3-d]pyrimidin-2-one